CN(C)CC1=C(C=CC=C1)C1=CC(=C(C=C1)N1C[C@H](CC1)OC1=NC=C(C=C1)C)CO (S)-(2'-((dimethylamino)methyl)-4-(3-(5-methylpyridin-2-yloxy)pyrrolidin-1-yl)biphenyl-3-yl)methanol